5-bromo-3-(hydroxymethyl)-1H-pyridin-2-one BrC=1C=C(C(NC1)=O)CO